1-(tert-butyl) 4-(1-(4-((2,6-dioxopiperidin-3-yl) amino) phenyl) piperidin-4-yl) piperazine-1,4-dicarboxylate N1(CCN(CC1)C(=O)OC1CCN(CC1)C1=CC=C(C=C1)NC1C(NC(CC1)=O)=O)C(=O)OC(C)(C)C